4-[2-[2-[[5-[4-[6-(dimethylamino)-1,3-benzo-thiazol-2-yl]phenyl]pyridin-2-yl]-[(2-methylpropan-2-yl)oxycarbonyl]amino]ethoxy]-ethoxy]phthalic acid CN(C1=CC2=C(N=C(S2)C2=CC=C(C=C2)C=2C=CC(=NC2)N(CCOCCOC=2C=C(C(C(=O)O)=CC2)C(=O)O)C(=O)OC(C)(C)C)C=C1)C